FC(C(=O)O)(F)F.FC=1C=C(C#N)C=CC1COC1=NC(=CC=C1)NC1CNCCC1 3-fluoro-4-(((6-(piperidin-3-ylamino)pyridin-2-yl)oxy)methyl)benzonitrile trifluoroacetate salt